N1C(=O)CC(=O)C=C1 3-deazauracil